COC1CC(C1)N1C2CN(CC1CC2)C=2C=1N(N=CC2)C=C(C1)C=1C=NN(C1)C 4-(8-(3-methoxycyclobutyl)-3,8-diazabicyclo[3.2.1]octan-3-yl)-6-(1-methyl-1H-pyrazol-4-yl)pyrrolo[1,2-b]pyridazine